1-(3-(5-(3-hydroxynaphthalen-1-yl)-4-methoxy-1H-indol-1-yl)azetidin-1-yl)prop-2-en-1-one OC=1C=C(C2=CC=CC=C2C1)C=1C(=C2C=CN(C2=CC1)C1CN(C1)C(C=C)=O)OC